COC([C@H](C(C)C)N=C=O)=O.CC=1CC2=CC=CC(=C2C1)C1=CC=C(C=C1)OC 2-methyl-4-(4-methoxyphenyl)indene methyl-(S)-2-isocyanato-3-methylbutanoate